N-[4-[(6,7-Dimethoxy-1,5-naphthyridin-4-yl)oxy]-3-fluorophenyl]-5-(3-fluorophenyl)-1,6-dimethyl-4-oxopyridine-3-carboxamide hydrochloride Cl.COC=1N=C2C(=CC=NC2=CC1OC)OC1=C(C=C(C=C1)NC(=O)C1=CN(C(=C(C1=O)C1=CC(=CC=C1)F)C)C)F